FC=1C=C(C=CC1OC)C12CNCC2C1 1-(3-fluoro-4-methoxyphenyl)-3-aza-bicyclo[3.1.0]hexane